CNCCCC=1SC=CC1 3-(N-methyl-amino)-1-(2-thienyl)propan